1-[[6-chloro-8-(methoxycarbonyl)pyrido[3,2-d]pyrimidin-4-yl]amino]-3-azabicyclo[3.1.0]hexane-3-carboxylic acid tert-butyl ester C(C)(C)(C)OC(=O)N1CC2(CC2C1)NC=1C2=C(N=CN1)C(=CC(=N2)Cl)C(=O)OC